BrC=1C(=NC(=NC1)NC1=CC=C2CCN(CC2=C1)C)NC1=C(C(=O)NC)C=CC=C1 2-[5-bromo-2-(2-methyl-1,2,3,4-tetrahydro-isoquinolin-7-ylamino)-pyrimidin-4-ylamino]-N-methyl-benzamide